4-[4-(2,6-Bis-benzyloxy-pyridin-3-yl)-phenyl]-3,6-dihydro-2H-pyridine-1-carboxylic acid tert-butyl ester C(C)(C)(C)OC(=O)N1CCC(=CC1)C1=CC=C(C=C1)C=1C(=NC(=CC1)OCC1=CC=CC=C1)OCC1=CC=CC=C1